C12CCCC2CC1 bicyclo[3.2.0]Heptane